(R/S)-1-phenylpropan-1-amine C1(=CC=CC=C1)[C@@H](CC)N |r|